(9H-fluoren-9-yl)methyl (11-oxo-5,8-dioxo-2,10-diazadodec-12-yl)carbamate O=C(NCC(CCC(CCNC)=O)=O)CNC(OCC1C2=CC=CC=C2C=2C=CC=CC12)=O